C(C)N(C(O)=O)SC1=CC=C(C=C1)C(C)(C)C ethyl-[(4-(tertiary butyl)phenyl)thio]carbamic acid